3-tert-butyl-1-{1-[(4-fluorophenyl)methyl]-2-oxo-3,4-dihydroquinolin-6-yl}urea C(C)(C)(C)NC(NC=1C=C2CCC(N(C2=CC1)CC1=CC=C(C=C1)F)=O)=O